FS(C1=CC=C(C=C1)N[C@@H]1CC[C@H](CC1)S(=O)(=O)C1=CC=C(C=C1)C=1C=C2C(=CNC2=CC1)C#N)(F)(F)(F)F 5-(4-{[trans-4-{[4-(pentafluoro-λ6-sulfanyl)phenyl]Amino}cyclohexyl]sulfonyl}phenyl)-1H-indole-3-carbonitrile